BrC=1C=C(C=CC1)C(C(=O)O)(O)C1CCC1 2-(3-bromophenyl)-2-cyclobutyl-2-hydroxyacetic acid